C(C)N1CC[C@@H](CCC1)C1=CC=2C(=NC=CC2NC=2C=CC3=C(N=CS3)C2)S1 (R)-N-(2-(1-ethylazepan-4-yl)thieno[2,3-b]pyridin-4-yl)benzo[d]thiazol-5-amine